7-((2-(5-fluoro-1H-indol-3-yl)ethyl)amino)thiazolo[5,4-d]pyrimidin FC=1C=C2C(=CNC2=CC1)CCNC=1C2=C(N=CN1)SC=N2